C(C)C(=O)NC1=C2C(CC(C2=CC=C1)(C)C)CCC N-ethylcarbonyl-1,1-dimethyl-3-propyl-4-aminoindane